COC=1N=CC(=NC1)C1=NSC(=N1)NC1=NC=CC=C1C 3-(5-methoxy-pyrazin-2-yl)-N-(3-methyl-pyridin-2-yl)-1,2,4-thiadiazol-5-amine